tert-Butyl 3-(1-(dimethylamino)-1-oxopropan-2-yl)-5-methoxy-1H-indole-1-carboxylate CN(C(C(C)C1=CN(C2=CC=C(C=C12)OC)C(=O)OC(C)(C)C)=O)C